5-((4-(cyclohexyloxy)-5-methylpyrimidin-2-yl)amino)benzo[c][1,2]oxaborole-1(3H)-ol C1(CCCCC1)OC1=NC(=NC=C1C)NC1=CC2=C(B(OC2)O)C=C1